O=C1C=CC=2C=3CCCOC3C=C(C2O1)C=O oxo-3,8,9,10-tetrahydropyrano[3,2-f]chromen-5-carbaldehyde